ethyl 2-(4-vinyltetrahydropyran-4-yl)acetate C(=C)C1(CCOCC1)CC(=O)OCC